C1(=CC=C(C=C1)NC(N)=O)C 3-(4-tolyl)urea